2-(3'-(5-((1,1-difluoro-5-azaspiro[2.3]hexan-5-yl)methyl)-6-(difluoromethoxy)benzo[d]oxazol-2-yl)-2,2'-dimethyl-[1,1'-biphenyl]-3-yl)-6-(difluoromethoxy)benzo[d]oxazol FC1(CC12CN(C2)CC=2C(=CC1=C(N=C(O1)C=1C(=C(C=CC1)C1=C(C(=CC=C1)C=1OC3=C(N1)C=CC(=C3)OC(F)F)C)C)C2)OC(F)F)F